6-(1-hydroxyethyl)quinoline-4-carboxylate OC(C)C=1C=C2C(=CC=NC2=CC1)C(=O)[O-]